n-nonanoic anhydride C(CCCCCCCC)(=O)OC(CCCCCCCC)=O